FC1=C(CC2=NC3=C(N2C[C@H]2OCC2)C=C(C=C3)C(=O)OC)C=CC(=C1)B1OC(C(O1)(C)C)(C)C methyl (S)-2-(2-fluoro-4-(4,4,5,5-tetramethyl-1,3,2-dioxaborolan-2-yl)-benzyl)-1-(oxetan-2-ylmethyl)-1H-benzo[d]imidazole-6-carboxylate